C(C1=CC=CC=C1)N1CCN(CC1)CC1=CC=CC=C1 1,4-dibenzylpiperazine